C1(CCCC1)C1=NC2=NC=NC(=C2N1)C(=O)NCC1=CC(=CC(=C1)C=1C=NN(C1)C1=CS(C=C1)=O)F 8-Cyclopentyl-N-(3-fluoro-5-(1-(1-oxo-thiofuran-3-yl)-1H-pyrazol-4-yl)benzyl)-7H-purine-6-carboxamide